4-(1-(2-cyanoacetyl)piperidin-4-yl)-1H-pyrrolo[2,3-b]pyridin C(#N)CC(=O)N1CCC(CC1)C1=C2C(=NC=C1)NC=C2